C(C)(C)(C)C1=CC=C(C=C1)C(C(=O)NCC1=CC2=C(C(N(C2)C2C(NC(CC2)=O)=O)=O)S1)=O 2-(4-(tert-butyl)phenyl)-N-((5-(2,6-dioxopiperidin-3-yl)-6-oxo-5,6-dihydro-4H-thieno[2,3-c]pyrrol-2-yl)methyl)-2-oxoacetamide